1',4'-dibromo-2,3,5,6-tetra(4-carboxyphenyl)benzene BrC1(C=CC(C=C1)(C(=O)O)Br)C=1C(=CC(=C(C1)C1=CC=C(C=C1)C(=O)O)C1=CC=C(C=C1)C(=O)O)C1=CC=C(C=C1)C(=O)O